7a-(4-bromophenyl)-4-methoxy-6-((methyl(pyridin-3-ylmethyl)amino)methyl)-7-phenyl-5,6,7,7a-tetrahydro-4bH-cyclopenta[4,5]furo[2,3-c]pyridine-4b,5-diol BrC1=CC=C(C=C1)C12C(C3=C(C=NC=C3OC)O1)(C(C(C2C2=CC=CC=C2)CN(CC=2C=NC=CC2)C)O)O